N-(1-ethylpiperidin-4-yl)-N-methyl-4-(1-phenyl-1H-pyrazol-4-yl)-1H-pyrrole-2-carboxamide C(C)N1CCC(CC1)N(C(=O)C=1NC=C(C1)C=1C=NN(C1)C1=CC=CC=C1)C